1-(4-(4-(2,6-difluorobenzyl)-5-oxo-4,5-dihydro-1H-1,2,4-triazol-1-yl)-2-fluorobenzyl)-2,5-dimethyl-1H-imidazole-4-carboxamide FC1=C(CN2C=NN(C2=O)C2=CC(=C(CN3C(=NC(=C3C)C(=O)N)C)C=C2)F)C(=CC=C1)F